2-(6-Chloro-benzothiazol-2-ylamino)-1-methyl-1H-benzoimidazole-5-carboxylic acid [2-((S)-2-dimethylcarbamoyl-pyrrolidin-1-yl)-2-oxo-ethyl]-amide CN(C(=O)[C@H]1N(CCC1)C(CNC(=O)C1=CC2=C(N(C(=N2)NC=2SC3=C(N2)C=CC(=C3)Cl)C)C=C1)=O)C